CC/1C/C=C\CC/C=C\CC/C(=C1/C)/C trimethyl-1,5,9-cyclododecatriene